(2-(9H-carbazol-9-yl)-5-chlorophenyl)boronic acid C1=CC=CC=2C3=CC=CC=C3N(C12)C1=C(C=C(C=C1)Cl)B(O)O